C1(CC1)[C@@H](C)NC1=NC(=NC2=CC=CC=C12)NC1=CC(=C(C(=C1)F)F)F (R)-N4-(1-cyclopropylethyl)-N2-(3,4,5-trifluorophenyl)quinazoline-2,4-diamine